N-methoxy-2H-tetrazole CON1NNN=C1